F[C@H]1[C@]2(CC[C@@](C[C@@H]1N(C1=CC=C(N=N1)C1=C(C=C(C=C1)N1N=NC=C1)O)C)(N2)C)C 2-(6-(((1R,2R,3S,5S)-2-fluoro-1,5-dimethyl-8-azabicyclo[3.2.1]octan-3-yl)(methyl)amino)pyridazin-3-yl)-5-(1H-1,2,3-triazol-1-yl)phenol